N-(5-((6-(3-(3-chloro-5-(trifluoromethyl)phenyl)isoxazolidin-2-yl)pyrimidin-4-yl)amino)-2-(4-ethylpiperazin-1-yl)-4-methoxyphenyl)acrylamide ClC=1C=C(C=C(C1)C(F)(F)F)C1N(OCC1)C1=CC(=NC=N1)NC=1C(=CC(=C(C1)NC(C=C)=O)N1CCN(CC1)CC)OC